ClC=1C=NC=2N(C1)C(=C(N2)CC)C(=O)C2=CC=C(C=C2)OC (6-chloro-2-ethylimidazo[1,2-a]pyrimidin-3-yl)(4-methoxyphenyl)methanone